(2R,5S)-4-(4-(1-methyl-1H-1,2,4-triazol-3-yl)cyclohexyl)-2-((methylsulfonyl)methyl)-5-(4-(trifluoromethyl)benzyl)-morpholine 2,2,2-trifluoroacetate FC(C(=O)O)(F)F.CN1N=C(N=C1)C1CCC(CC1)N1C[C@@H](OC[C@@H]1CC1=CC=C(C=C1)C(F)(F)F)CS(=O)(=O)C